tetrahydro-[1,3']bipyridinyl N1(CCCCC1)C=1C=NC=CC1